3-borono-5-fluorobenzoic acid B(O)(O)C=1C=C(C(=O)O)C=C(C1)F